trans-1,1,1,2,4,4,5,5,5-nonafluoro-2-pentene FC(C(=CC(C(F)(F)F)(F)F)F)(F)F